2-(2-bromophenyl)-N-[4-(4-chloro-1H-pyrazol-1-yl)-3-sulfamoylphenyl]acetamide BrC1=C(C=CC=C1)CC(=O)NC1=CC(=C(C=C1)N1N=CC(=C1)Cl)S(N)(=O)=O